ClC1=CC=C(C=C1)C1=CN=C(O1)CSC1=NC(=CC(=N1)N)C 2-({[5-(4-Chlorophenyl)-1,3-oxazol-2-yl]methyl}sulfanyl)-6-methylpyrimidin-4-amin